(3aS,4S,5R,7S,7aS)-octahydro-1H-4,7-methanoinden-5-acrylate C1CC[C@@H]2[C@@H]3[C@H](C[C@H]([C@H]12)C3)C=CC(=O)[O-]